2-(3-nitrophenyl)-3-nitrosoimidazo[1,2-a]pyrimidine [N+](=O)([O-])C=1C=C(C=CC1)C=1N=C2N(C=CC=N2)C1N=O